BrC1=C2C=NN(C2=CC=C1[N+](=O)[O-])C(C)C 4-bromo-5-nitro-1-(prop-2-yl)indazole